C1(=CC(=CC=C1)C1=NC(=NC=C1Cl)N[C@@H]1CN(CCC1)C(=O)OC(C)(C)C)C1=CC=CC=C1 tert-butyl (S)-3-((4-([1,1'-biphenyl]-3-yl)-5-chloropyrimidin-2-yl)amino)piperidine-1-carboxylate